FC(CNC(=O)C1=NN2C(N(C3=C(C2=O)CN(C3=O)[C@H](COC)C)CC(=O)NC3=NC=C(C=C3)F)=C1)F N-(2,2-difluoroethyl)-4-{2-[(5-fluoropyridin-2-yl)amino]-2-oxoethyl}-6-[(2S)-1-methoxyprop-2-yl]-5,8-dioxo-5,6,7,8-tetrahydro-4H-pyrazolo[1,5-a]pyrrolo[3,4-d]pyrimidine-2-carboxamide